3-(2,6-dioxo-3-piperidyl)-7-fluorosulfonyloxy-2-methyl-4-oxo-quinazoline O=C1NC(CCC1N1C(=NC2=CC(=CC=C2C1=O)OS(=O)(=O)F)C)=O